COC1=CC=2N(C=C1)N=CC2C(=O)N[C@H]2COC1=CC(=CC=C1C2)N2CCNCC2 (R)-5-methoxy-N-(7-(piperazin-1-yl)chroman-3-yl)pyrazolo[1,5-a]pyridine-3-carboxamide